NC1C(C1)COC1=C(C(=CC=C1)OC)C1=CC(=NN1)NC=1N=CC(=NC1)C#N 5-((5-(2-((2-aminocyclopropyl)methoxy)-6-methoxyphenyl)-1H-pyrazol-3-yl)amino)pyrazine-2-carbonitrile